4-(4-methoxyphenyl)-2,2,6,6-tetramethyl-1,2,5,6-tetrahydropyridine-3-carboxylic acid methyl ester COC(=O)C=1C(NC(CC1C1=CC=C(C=C1)OC)(C)C)(C)C